Cl.NC1=CC(=C(OC2(CC(=CC=C2)OC2=C(C=C(C=C2)N)C(F)(F)F)C=O)C=C1)C(F)(F)F 1,3-bis(4-amino-2-trifluoromethylphenoxy)benzenemethanone Hydrochloride Salt